5-[2-(TRIFLUOROMETHYL)PHENYL]-2-FUROIC ACID FC(C1=C(C=CC=C1)C1=CC=C(O1)C(=O)O)(F)F